NC=1C=CC(=C2CCC(C12)=O)C1=CC=CC2=C1C(=NO2)N 7-amino-4-(3-aminobenzo[d]isoxazol-4-yl)-2,3-dihydro-1H-inden-1-one